Cl.FC1=C(C=C(C=C1)OC(F)(F)F)CN (2-fluoro-5-(trifluoromethoxy)phenyl)methylamine HCl